C1(CCC1)C(=O)N1[C@H]([C@H](CC1)NS(=O)(=O)C)CC=1N=C(SC1)C1=CC(=CC=C1)F N-((2S,3S)-1-(cyclobutylcarbonyl)-2-((2-(3-fluorophenyl)-1,3-thiazol-4-yl)methyl)pyrrolidin-3-yl)methanesulfonamide